2-Chloro-4-((2-methyl-5-(trifluoromethyl)benzofuran-7-yl)oxy)benzoyl chloride ClC1=C(C(=O)Cl)C=CC(=C1)OC1=CC(=CC=2C=C(OC21)C)C(F)(F)F